2-chloro-6-(1-(2-(4-chloro-3-fluorophenyl)hydrazineylidene)-2,2-dimethylpropyl)pyridine ClC1=NC(=CC=C1)C(C(C)(C)C)=NNC1=CC(=C(C=C1)Cl)F